Cl.NC1C(CSC1)O 4-aminotetrahydro-thiophene-3-ol hydrochloride